C=C(C(C)O)O butene-2,3-diol